(E)-4-(4-hydroxy-3-mercaptophenyl)but-3-en-2-one OC1=C(C=C(C=C1)/C=C/C(C)=O)S